OCC1(CN(C1)C(=O)C1=CC=C2C(=CC(OC2=C1)=O)C1=C(C=CC=C1)C)C 7-(3-(hydroxymethyl)-3-methylazetidine-1-carbonyl)-4-(o-tolyl)-2H-chromen-2-one